O1CCN(CC1)C(\C=C\CNCCOC1=NC=C(C=C1)\C(=C(\CC(F)(F)F)/C1=CC=CC=C1)\C=1C=C2C(=NNC2=CC1)F)=O (E)-1-Morpholino-4-((2-((5-((Z)-4,4,4-trifluoro-1-(3-fluoro-1H-indazol-5-yl)-2-phenylbut-1-en-1-yl)pyridin-2-yl)oxy)ethyl)amino)but-2-en-1-one